NCC1=CC(=C(C=C1)NC(=O)C1=CC2=C(OCCC3=C2SC=C3)C=C1C=1C(=NC(=CC1)C(NCCC)=O)C(=O)OC)C(NC1CC1)=O methyl 3-(9-((4-(aminomethyl)-2-(cyclopropylcarbamoyl)phenyl)carbamoyl)-4,5-dihydrobenzo[b]thieno[2,3-d]oxepin-8-yl)-6-(propylcarbamoyl)picolinate